1,4-diethenylbenzene C(=C)C1=CC=C(C=C1)C=C